O.Cl monohydrochloride monohydrate